NC=1C=C2C(N(C(=NC2=CC1)C)C(COC)C)=O 6-amino-3-(1-methoxypropan-2-yl)-2-methylquinazolin-4(3H)-one